trimethyl-[2-(2-methylpropan-2-enoyloxy)ethyl]ammonium chloride [Cl-].C[N+](CCOC(C(=C)C)=O)(C)C